ClC1=NC=NC(=C1OC)OC 4-chloro-5,6-dimethoxypyrimidine